4-bromo-1-(1-methylcyclopropyl)-6-oxo-1,6-dihydropyridine-3-carboxylic acid methyl ester COC(=O)C1=CN(C(C=C1Br)=O)C1(CC1)C